[Si](C)(C)(C(C)(C)C)O[C@H]1[C@@H]([C@@H](O[C@@]1(CO)C([2H])([2H])Cl)N1C(NC(C(=C1)F)=O)=O)F 1-((2R,3S,4R,5R)-4-((tert-butyldimethylsilyl)oxy)-5-(chloromethyl-d2)-3-fluoro-5-(hydroxymethyl)tetrahydrofuran-2-yl)-5-fluoropyrimidine-2,4(1H,3H)-dione